FC=1C(=NC=C(C1)F)CNC(=O)C1=CN=C(S1)N1CCC(CC1)N1CC[C@H](CCC1)C N-[(3,5-difluoropyridin-2-yl)methyl]-2-[4-((4S)-4-methylazepan-1-yl)piperidin-1-yl]-1,3-thiazole-5-carboxamide